C1(=O)OCC(C)OC(OO1)=O propylene peroxydicarbonate